C(C(=C)C)(=O)OC[Si](OC)(OC)C (METHACRYLOXYMETHYL)METHYLDIMETHOXYSILANE